C1(=CCCCC1)C=1C(=NN2C1NC(=C(C2=O)C2=CC=C(C=C2)OC)CO)C2=CC=CC=C2 3-(cyclohex-1-en-1-yl)-5-(hydroxymethyl)-6-(4-methoxyphenyl)-2-phenylpyrazolo[1,5-a]pyrimidin-7(4H)-one